[Si](C1=CC=CC=C1)(C1=CC=CC=C1)(C(C)(C)C)OCCCC[C@@H](C)OC1=C(C=CC(=C1)C)S(=O)(=O)N1[C@H](OCCC1)C(=O)OCC |&1:36| ethyl (RS)-3-((2-(((R)-6-((tert-butyldiphenylsilyl)oxy)hexan-2-yl)oxy)-4-methylphenyl)sulfonyl)-1,3-oxazinane-2-carboxylate